N-[(6-Amino-2-pyridyl)sulfonyl]-6-(3-hydroxy-4-methoxyphenyl)-2-(2,4,6-trimethylphenoxy)pyridin-3-carboxamid NC1=CC=CC(=N1)S(=O)(=O)NC(=O)C=1C(=NC(=CC1)C1=CC(=C(C=C1)OC)O)OC1=C(C=C(C=C1C)C)C